FC1(CC=2C(=NN(C2CC1)CC(=O)N1CCN(CC1)C1=C(C(=CC=C1)C)C)C(=O)N1CCCC1)F 2-(5,5-Difluoro-3-(pyrrolidin-1-carbonyl)-4,5,6,7-tetrahydro-1H-indazol-1-yl)-1-(4-(2,3-dimethylphenyl)piperazin-1-yl)ethanon